2-(dimethylamino)-1-(2-(4-isopropyl-5-(8-methyl-[1,2,4]triazolo[1,5-a]pyridin-6-yl)-1H-pyrazol-3-yl)-6,7-dihydrothiazolo[5,4-c]pyridin-5(4H)-yl)ethan-1-one CN(CC(=O)N1CC2=C(CC1)N=C(S2)C2=NNC(=C2C(C)C)C=2C=C(C=1N(C2)N=CN1)C)C